1-(4-((3-methyl-1H-pyrrolo[2,3-b]pyridin-4-yl)oxy)phenyl)ethanamine CC1=CNC2=NC=CC(=C21)OC2=CC=C(C=C2)C(C)N